2-(Exo-3-amino-9-azabicyclo[3.3.1]nonan-9-yl)-5-(4-chloro-2-methyl-2H-indazol-5-yl)-3-methyl-3,7-dihydro-4H-pyrrolo[2,3-d]pyrimidin-4-one NC1CC2CCCC(C1)N2C=2N(C(C1=C(N2)NC=C1C1=C(C2=CN(N=C2C=C1)C)Cl)=O)C